C(C)(C)O[Si](C1=C(C=CC=C1)C(=C)C)(OC(C)C)OC(C)C Triisopropyloxy(2-isopropenylphenyl)silane